6-amino-2-fluoro-3-hydroxy-benzoic acid NC1=CC=C(C(=C1C(=O)O)F)O